2-(benzyloxymethyl)propane-1,3-diol C(C1=CC=CC=C1)OCC(CO)CO